C(N)(OC1(CCC(CC1)NC1=C2CN(C(C2=CC=C1)=O)C1C(NC(CC1)=O)=O)C(C)(C)C)=O tert-butyl-((1R,4R)-4-((2-(2,6-dioxopiperidin-3-yl)-1-oxoisoindolin-4-yl)amino) cyclohexyl) carbamate